C(#N)C1=NN(C2=CC(=CC=C12)CO)C (3-cyano-1-methyl-1H-Indazol-6-yl)methanol